C(C)(=O)OC1=CC=C(C=C1)OC1=NC=C(C=C1C=1C2=C(C(N(C1)C)=O)N(C=C2)S(=O)(=O)C2=CC=C(C)C=C2)NC(C)=O 4-(5-Acetamido-3-(6-methyl-7-oxo-1-tosyl-6,7-dihydro-1H-pyrrolo[2,3-c]pyridin-4-yl)pyridin-2-yloxy)phenyl acetate